3-(5-((1R,5S,6r)-3-((tert-butyldiphenylsilyl)oxy)bicyclo[3.1.0]hexan-6-yl)-1-isopropyl-1H-1,2,4-triazol-3-yl)-5-(difluoromethoxy)pyridine [Si](C1=CC=CC=C1)(C1=CC=CC=C1)(C(C)(C)C)OC1C[C@H]2C([C@H]2C1)C1=NC(=NN1C(C)C)C=1C=NC=C(C1)OC(F)F